C(C)O[Si](CC[Si](OCC)(OCC)OCC)(OCC)OCC 1,2-bis-triethoxysilylethane